C(=O)C1=CC=2N(C(=C(C2S1)C(C)C)C=1C=C(C=2N(C1)N=CN2)C)C(=O)OC(C)(C)C tert-butyl 2-formyl-6-isopropyl-5-(8-methyl-[1,2,4]triazolo[1,5-a]pyridin-6-yl)-4H-thieno[3,2-b]pyrrole-4-carboxylate